[1-[3-fluoro-4-([2-[1-(1-methylpiperidin-4-yl)cyclopropyl]-1,6-naphthyridin-7-yl]amino)phenyl]pyrazol-3-yl]methanol FC=1C=C(C=CC1NC1=NC=C2C=CC(=NC2=C1)C1(CC1)C1CCN(CC1)C)N1N=C(C=C1)CO